5-(4-methoxyphenyl)-2,3,4,7-tetrahydro-1H-azepine-1-carboxylic acid tert-butyl ester C(C)(C)(C)OC(=O)N1CCCC(=CC1)C1=CC=C(C=C1)OC